tert-butyl (1-(4-ethoxy-5-((2-methylimidazo[1,2-a]pyrimidin-6-yl)carbamoyl)pyrimidin-2-yl)pyrrolidin-3-yl)(methyl)carbamate C(C)OC1=NC(=NC=C1C(NC=1C=NC=2N(C1)C=C(N2)C)=O)N2CC(CC2)N(C(OC(C)(C)C)=O)C